FC=1C=NC=C(C(=O)O)C1C 5-fluoro-4-methylnicotinic acid